(2S)-2-benzyloxy-3-octadecyloxy-propan-1-ol C(C1=CC=CC=C1)O[C@@H](CO)COCCCCCCCCCCCCCCCCCC